tert-butyl 6-amino-5-methyl-indoline-1-carboxylate NC1=C(C=C2CCN(C2=C1)C(=O)OC(C)(C)C)C